COC(=O)C=1C(N(C2=CC(=CC=C2C1N)C(F)(F)F)C1=C(C=CC=C1)Br)=O 4-amino-1-(2-bromophenyl)-2-oxo-7-(trifluoromethyl)-1,2-dihydroquinoline-3-carboxylic acid methyl ester